C1(CCCC1)N1C(C2CCC(C1)N2C(\C=C\CN(C)C)=O)=O (E)-3-cyclopentyl-8-(4-(dimethylamino)but-2-enoyl)-3,8-diazabicyclo[3.2.1]octan-2-one